O=C1NC(CCC1N1C(C2=CC=C(C=C2C1=O)N1CCC(CC1)CCC1CCNCC1)=O)=O 4-(2-(1-(2-(2,6-dioxopiperidin-3-yl)-1,3-dioxoisoindolin-5-yl)piperidin-4-yl)ethyl)piperidin